C(C)(C)(C)OC(=O)N1CCC1 Azetidin-1-carboxylic acid tert-butyl ester